O=C1N(CCC(N1)=O)C1=CC=C(C=C1)N1CCN(CC1)C(=O)OC(C)(C)C tert-butyl 4-[4-(2,4-dioxohexahydropyrimidin-1-yl)phenyl]piperazine-1-carboxylate